4,7,13-tris(3-oxo-3-(undecylamino)propyl)-N1,N16-bis-undecyl-4,7,10,13-tetraazahexadecane-1,16-diamide O=C(CCN(CCC(=O)NCCCCCCCCCCC)CCN(CCNCCN(CCC(=O)NCCCCCCCCCCC)CCC(=O)NCCCCCCCCCCC)CCC(=O)NCCCCCCCCCCC)NCCCCCCCCCCC